(1-(3-bromo-5-methoxyphenyl)-1H-pyrazol-4-yl)methanol BrC=1C=C(C=C(C1)OC)N1N=CC(=C1)CO